N-(6-(6-chloropyridin-3-yl)-1-cyclohexyl-1H-pyrazolo[3,4-d]pyrimidin-4-yl)-5-nitrothiophene-2-carboxamide ClC1=CC=C(C=N1)C1=NC(=C2C(=N1)N(N=C2)C2CCCCC2)NC(=O)C=2SC(=CC2)[N+](=O)[O-]